3-(oxetan-3-yl)-7,8-dihydro-5H-1,6-naphthyridine-6-carboxylic acid allyl ester C(C=C)OC(=O)N1CC=2C=C(C=NC2CC1)C1COC1